C(C)(=O)OCCCCCCCCCCCCCC\C=C/CCC (Z)-nonadecan-15-en-1-yl acetate